F.C(C1=CC=CC=C1)(=O)OC1=C(C=C(C=C1)C[C@@H](C(=O)OC(C)C)NC(=O)C1CCNCC1)OC(C1=CC=CC=C1)=O (S)-4-(3-isopropoxy-3-oxo-2-(piperidine-4-carboxamido)propyl)-1,2-phenylene Dibenzoate Hydrofluoride